C(C)N1CCN(CC1)C1CCN(CC1)C1=C(C=C(C(=C1)OC)NC1=NC=NC(=C1)N1OCC[C@@H]1C1=CC2=CC=CC=C2C=C1)NC(C=C)=O N-(2-(4-(4-ethylpiperazine-1-yl)piperidine-1-yl)-4-methoxy-5-((6-((R)-3-(naphthalene-2-yl)isoxazolidine-2-yl)pyrimidine-4-yl)amino)phenyl)acrylamide